2,3-diisobutyl-2-cyano-butanedioic acid-1,4-bis-(2-methoxyethyl) ester COCCOC(C(C(C(=O)OCCOC)CC(C)C)(C#N)CC(C)C)=O